CCNCCCC(C)NC1=C2C=CC(=CC2=NC=C1)Cl N4-(7-chloroquinolin-4-yl)-N1-ethylpentane-1,4-diamine